3-methoxymethylpropyl ether COCCCCOCCCCOC